1,3-dioxo-isoindolin-5-carboxamid O=C1NC(C2=CC(=CC=C12)C(=O)N)=O